(3R,4S)-3-cyclopropyl-1-(6-(1-((RS)-2,2-difluorocyclopropyl)-1H-pyrazol-4-yl)pyrrolo[1,2-b]pyridazin-4-yl)-4-methyl-2-oxopyrrolidine-3-carbonitrile C1(CC1)[C@]1(C(N(C[C@H]1C)C=1C=2N(N=CC1)C=C(C2)C=2C=NN(C2)[C@H]2C(C2)(F)F)=O)C#N |&1:23|